3-(p-methoxyphenyl)-1-propanol COC1=CC=C(C=C1)CCCO